The molecule is a 1,3-thiazole that is 4,5-dihydro-1,3-thiazole-4-carboxylic acid substituted by a 2-hydroxyphenyl group at position 2 and a methyl group at position 4 (the 4S stereoisomer). It is isolated from the culture broth of Streptomyces sp.KCTC9303 and exhibits potent cytotoxic activites against number of tumour cell lines. It has a role as a metabolite and an antineoplastic agent. It is a monocarboxylic acid, a member of phenols and a member of 1,3-thiazoles. C[C@@]1(CSC(=N1)C2=CC=CC=C2O)C(=O)O